CN1N=CC2=CC(=CC=C12)NC=1C=CC=C2C=CN(C(C12)=O)C(C(=O)NCC(F)(F)F)C 2-[8-[(1-methylindazol-5-yl)amino]-1-oxo-2-isoquinolyl]-N-(2,2,2-trifluoroethyl)propanamide